3-hydroxybenzylthiourea OC=1C=C(CNC(=S)N)C=CC1